ClC1=NC(=NC(=C1)OCC1=CC=C(C=C1)OC)SC 4-chloro-6-((4-methoxybenzyl)oxy)-2-(methylthio)pyrimidine